NC[C@@H](C(=O)NC1=CC=2C(=CN=CC2)S1)C1=CC=C(C=C1)CO (S)-3-amino-2-(4-(hydroxymethyl)phenyl)-N-(thieno[2,3-c]pyridin-2-yl)propanamide